2-chloro-3-[2-(dimethylamino)ethyl]-1H-indole-4-carboxylic acid ClC=1NC=2C=CC=C(C2C1CCN(C)C)C(=O)O